(E)-3-(4-chlorostyryl)-4-methoxyaniline ClC1=CC=C(/C=C/C=2C=C(N)C=CC2OC)C=C1